COC1=CC=C(C=C1)C1(CC1)S(=O)(=O)C 1-methoxy-4-(1-methylsulfonylcyclopropyl)benzene